decenyl-ethyl-dibutoxysilane tert-butyl-3-(4-chloro-7-methyl-7H-pyrrolo[2,3-d]pyrimidin-6-yl)-3-hydroxypyrrolidine-1-carboxylate C(C)(C)(C)OC(=O)N1CC(CC1)(O)C1=CC2=C(N=CN=C2Cl)N1C.C(=CCCCCCCCC)[Si](OCCCC)(OCCCC)CC